C1=CC=CC=2C3=CC=CC=C3C(C12)COC(=O)NC(C(=O)O)(CC=O)C 2-((((9H-fluoren-9-yl)methoxy)carbonyl)amino)-2-methyl-4-oxobutanoic acid